6-oxo-4-phenyl-1,6-dihydropyridine-3-carboxylic acid O=C1C=C(C(=CN1)C(=O)O)C1=CC=CC=C1